4-(2-[2-[(2-aminoethyl)(methyl)amino]ethoxy]ethoxy)-2-(2,6-dioxopiperidin-3-yl)isoindole-1,3-dione formate C(=O)O.NCCN(CCOCCOC1=C2C(N(C(C2=CC=C1)=O)C1C(NC(CC1)=O)=O)=O)C